ethyl 2-(4-bromopyridin-2-yl)-2-methylpropionate BrC1=CC(=NC=C1)C(C(=O)OCC)(C)C